[N+](=O)([O-])C1=CC=C(C=C1)N1C(CCC1)=O N-(4-nitrophenyl)pyrrolidin-2-one